methyl N-[5-({4-[(2S)-2-{[8-(trifluoromethoxy)quinazolin-4-yl]amino}propyl]piperazin-1-yl}sulfonyl)-1,3-thiazol-2-yl]carbamate FC(OC=1C=CC=C2C(=NC=NC12)N[C@H](CN1CCN(CC1)S(=O)(=O)C1=CN=C(S1)NC(OC)=O)C)(F)F